tert-butyl 7-(3-methoxyazetidin-1-yl)-3,4-dihydro-1H-isoquinoline-2-carboxylate COC1CN(C1)C1=CC=C2CCN(CC2=C1)C(=O)OC(C)(C)C